FC=1C(=C(C=CC1F)[C@H]1[C@@H](O[C@]([C@H]1C)(C(F)(F)F)C)C(=O)NC1=CC(=NC=C1)CN[C@H]1COCC1)OC (2R,3S,4S,5R)-3-(3,4-difluoro-2-methoxyphenyl)-4,5-dimethyl-N-(2-((((R)-tetrahydrofuran-3-yl)amino)methyl)pyridin-4-yl)-5-(trifluoromethyl)tetrahydrofuran-2-carboxamide